N1CCCNCCNCCCNCCCCC1 1,5,8,12-tetraazacycloheptadecane